1,3,5,7-tetrakis[3,5-bis(trifluoromethyl)phenyl]-4,8-bis(trifluoromethyl)-2,4,6,8-tetrahydro-2,6-diaza-s-indacene FC(C=1C=C(C=C(C1)C(F)(F)F)C=1NC(=C2C(C3=C(NC(=C3C(C12)C(F)(F)F)C1=CC(=CC(=C1)C(F)(F)F)C(F)(F)F)C1=CC(=CC(=C1)C(F)(F)F)C(F)(F)F)C(F)(F)F)C1=CC(=CC(=C1)C(F)(F)F)C(F)(F)F)(F)F